FC(C)(F)C=1C=C(C=CC1F)C=1C=C2C(=NC1)C=NN2 6-[3-(1,1-difluoroethyl)-4-fluoro-phenyl]pyrazolo[4,3-b]pyridine